N=1C=NN2C1C=C(C=C2)C2=CNC1=NC=C(C=C12)C(=O)NC=1C=NN(C1)C1CCNCC1 3-([1,2,4]triazolo[1,5-a]pyridin-7-yl)-N-(1-(piperidin-4-yl)-1H-pyrazol-4-yl)-1H-pyrrolo[2,3-b]pyridine-5-carboxamide